CCC(CCCC)C=1OC2=C(C1CP(C1=CC=CC=C1)(C1=CC=CC=C1)=O)C=CC=C2 ((2-(Heptan-3-yl)benzofuran-3-yl)methyl)diphenyl-phosphine oxide